NC1=NC=NN2C1=C(C=C2C2CCN(CC2)C(C(C)C)=O)C2=CC=C(C=C2)NC(=O)C=2C(C(=C(N(C2)C(C)C)C)C=2C=NC=C(C2)F)=O N-(4-(4-amino-7-(1-isobutyrylpiperidin-4-yl)pyrrolo[2,1-f][1,2,4]triazin-5-yl)phenyl)-5'-fluoro-1-isopropyl-2-methyl-4-oxo-1,4-dihydro-[3,3'-bipyridine]-5-carboxamide